O=C1NC2=C(SC1CC(=O)NCCCC(F)(F)F)N=CC=C2 2-(2-oxo-2,3-dihydro-1H-pyrido[2,3-b][1,4]thiazin-3-yl)-N-(4,4,4-trifluorobutyl)acetamide